7-chloro-N-{3-[2-(4-chloro-3-fluorophenoxy)acetamido]bicyclo[1.1.1]pent-1-yl}-6-fluoro-4-oxo-4H-1-benzopyran-2-carboxamide ClC1=CC2=C(C(C=C(O2)C(=O)NC23CC(C2)(C3)NC(COC3=CC(=C(C=C3)Cl)F)=O)=O)C=C1F